1-[4-[[3-(9H-Carbazole-4-yloxy)-2-hydroxypropyl]amino]phenyl]-3-phenyl-2-propene-1-one C1=CC=C(C=2C3=CC=CC=C3NC12)OCC(CNC1=CC=C(C=C1)C(C=CC1=CC=CC=C1)=O)O